Cl/C=C/C(=O)C1CC1 (2E)-3-chloro-1-cyclopropylprop-2-en-1-one